N[C@@H](CCSC)C(=O)O.[K] potassium L-methionine